C1(CC1)C=1C=C(C=2N(C1)C=C(N2)COC2=CC(=CN=N2)NC(=O)[C@@H]2[C@H](C2)C2=NC=CC(=N2)C)N2C(N(C(C2)=O)C)=O (1S,2S)-N-(6-((6-cyclopropyl-8-(3-methyl-2,4-dioxoimidazolidin-1-yl)imidazo[1,2-a]pyridin-2-yl)methoxy)pyridazin-4-yl)-2-(4-methylpyrimidin-2-yl)cyclopropane-1-carboxamide